2-methyl-4-(N-((2-(trimethylsilyl)ethoxy)methyl)-1,2,4-triazol-3-yl)quinoline-6-carboxylic acid CC1=NC2=CC=C(C=C2C(=C1)C1=NN(C=N1)COCC[Si](C)(C)C)C(=O)O